C1(C=2C(C(N1C(CC)O)=O)=CC=CC2)=O (phthalimido)propanol